7-chloro-5-[4-(4-fluoropyrazol-1-yl)cyclohexoxy]-3-iodo-1,6-naphthyridine ClC1=NC(=C2C=C(C=NC2=C1)I)OC1CCC(CC1)N1N=CC(=C1)F